C(C)NC(=O)C1CNCCO1 N-ethylmorpholin-2-carboxamid